(S)-1-(6-(6-(Trifluoromethyl)imidazo[1,2-b]pyridazin-3-yl)pyrimidin-4-yl)piperidine-3-carboxylic acid FC(C=1C=CC=2N(N1)C(=CN2)C2=CC(=NC=N2)N2C[C@H](CCC2)C(=O)O)(F)F